FC(C=1C(=CC=C2C(C(C(C12)(O)O)(F)F)(C)C)OC1=CC(=CC(=C1)F)F)F 7-(difluoromethyl)-6-(3,5-difluorophenoxy)-2,2-difluoro-3,3-dimethyl-2,3-dihydro-1H-indene-1,1-diol